BrC=1C(=C(C(=O)O)C(=CC1)Cl)C 3-bromo-6-chloro-2-methyl-benzoic acid